C(CCCC)(=O)O[C@H]1CC[C@@H]2[C@@]1(CC[C@@H]1[C@]3(CCC=4N=C(SC4C3=CC[C@@H]21)NC2=C(C=CC(=C2)OC)OC)C)C (5aR,5bS,7aS,8S,10aS,10bR)-2-((2,5-dimethoxyphenyl)amino)-5a,7a-dimethyl-5,5a,5b,6,7,7a,8,9,10,10a,10b,11-dodecahydro-4H-cyclopenta[7,8]phenanthro[2,1-d]thiazol-8-yl pentanoate